NC1=C(C(=O)O[C@H]2[C@@H](CC[C@H](C2)C)C(C)C)C=CC=C1 (1R,2S,5R)-2-isopropyl-5-methylcyclohexyl 2-aminobenzoate